(2S,4S)-4-amino-1-benzoyl-pyrrolidine-2-Formic acid N[C@H]1C[C@H](N(C1)C(C1=CC=CC=C1)=O)C(=O)O